O.O.O.O.[Al] Aluminum Tetrahydrate